6-(4-chloro-2-fluorophenyl)-3,6-diazabicyclo[3.1.1]heptan ClC1=CC(=C(C=C1)N1C2CNCC1C2)F